N-((R)-3,3-difluoro-1-(oxetan-3-yl)piperidin-4-yl)-6-fluoro-5-(1-((R)-2-fluoropropyl)-1H-benzo[d][1,2,3]triazol-6-yl)-4-methoxypyrrolo[2,1-f][1,2,4]triazin-2-amine FC1(CN(CC[C@H]1NC1=NN2C(C(=N1)OC)=C(C(=C2)F)C=2C=CC1=C(N(N=N1)C[C@@H](C)F)C2)C2COC2)F